ON=C(N)C1=NC=C(C=C1)OC(F)(F)F N'-hydroxy-5-(trifluoromethoxy)pyridineformamidine